4-phenyl-3-((3-((E)-4-(piperidin-1-ylmethyl)styryl)-1H-indazol-6-yl)methylene)pyrrolidin-2-one C1(=CC=CC=C1)C1C(C(NC1)=O)=CC1=CC=C2C(=NNC2=C1)\C=C\C1=CC=C(C=C1)CN1CCCCC1